4-Benzenedimethanethiol C1(=CC=C(C=C1)CS)CS